(5-(3-cyano-6-(1-(tetrahydro-2H-pyran-4-yl)-1H-pyrazol-4-yl)pyrazolo[1,5-a]pyridin-4-yl)pyridin-2-yl)acrylamide C(#N)C=1C=NN2C1C(=CC(=C2)C=2C=NN(C2)C2CCOCC2)C=2C=CC(=NC2)C(C(=O)N)=C